N1=C(C=NC=C1)[C@@H]1CCC2=NN(C(N21)=O)C2CC(C2)OC=2C=1N(N=CC2)C=CC1 (S)-5-(pyrazin-2-yl)-2-((1R,3S)-3-(pyrrolo[1,2-b]pyridazin-4-yloxy)cyclobutyl)-2,5,6,7-tetrahydro-3H-pyrrolo[2,1-c][1,2,4]triazol-3-one